4-methyl-2-methylene-1,3-dioxolane CC1OC(OC1)=C